C(C=C)(=O)N1[C@H](CN(CC1)C=1C2=C(N=C(N1)OC[C@H]1N(CCC1)C)OC(CC2)C2=CC=CC1=CC=CC(=C21)C)CC#N 2-((2S)-1-acryloyl-4-(7-(8-methylnaphthalen-1-yl)-2-(((S)-1-methylpyrrolidin-2-yl)methoxy)-6,7-dihydro-5H-pyrano[2,3-d]pyrimidin-4-yl)piperazin-2-yl)acetonitrile